ClC1=C(C=CC(=C1)OC1=NC=CC=C1)C1=NOC(=N1)CC(C(=O)O)=C ((3-(2-chloro-4-(pyridin-2-yloxy)phenyl)-1,2,4-oxadiazol-5-yl)methyl)acrylic acid